ClC1=C(C=CC=C1)C=1C=CC2=C(C=3CN(C(C3C=C2)=O)CC(C(=O)N)=C)C1 2-{[8-(2-chlorophenyl)-3-oxo-1H,2H,3H-benzo[e]isoindol-2-yl]methyl}prop-2-enamide